2-[(1R,5S)-6,6-dimethylbicyclo[3.1.1]hept-2-en-2-yl]ethyl 4-methylbenzenesulfonate CC1=CC=C(C=C1)S(=O)(=O)OCCC=1[C@H]2C([C@@H](CC1)C2)(C)C